C(C1=CC=CC=C1)OC1=CC=C(C=C1)C=1C=CC=2N(N1)C=C(N2)CC(=O)O 2-(6-(4-(benzyloxy)phenyl)imidazo[1,2-b]pyridazin-2-yl)acetic acid